(4-fluoropiperidin-1-yl)(4-methyl-1H-pyrrolo[2,3-b]pyridin-5-yl)methanone FC1CCN(CC1)C(=O)C=1C(=C2C(=NC1)NC=C2)C